6-((5-amino-6-(2-fluoro-6-methoxyphenyl)pyridin-2-yl)amino)-N-((1R,3S)-3-hydroxycyclopentyl)-4-((S)-3-hydroxypiperidin-1-yl)nicotinamide NC=1C=CC(=NC1C1=C(C=CC=C1OC)F)NC1=NC=C(C(=O)N[C@H]2C[C@H](CC2)O)C(=C1)N1C[C@H](CCC1)O